5-((ethoxycarbonyl)amino)-6-ethylnicotinic acid methyl ester COC(C1=CN=C(C(=C1)NC(=O)OCC)CC)=O